(2-hydroxyethyl)-1-piperazineethanesulfonic acid OCCC1N(CCNC1)CCS(=O)(=O)O